1-Benzyl-6-[3-(trifluoromethyl)phenyl]pyrazolo[4,3-b]pyridine hydrochloride Salt Cl.C(C1=CC=CC=C1)N1N=CC2=NC=C(C=C21)C2=CC(=CC=C2)C(F)(F)F